ethyl 3-(5-isopropyl-1H-pyrrolo[2,3-b]pyridin-2-yl)-2,2-dimethylpropanoate C(C)(C)C=1C=C2C(=NC1)NC(=C2)CC(C(=O)OCC)(C)C